C(C)(C)(C)OC(=O)N1CC2(C1)CNCC2(C)C#N 8-cyano-8-methyl-2,6-diazaspiro[3.4]octane-2-carboxylic acid tert-butyl ester